CC(C=O)C\C(=C\C1=CC=C(C=C1)C)\C (4E)-2,4-dimethyl-5-(4-methylphenyl)-4-pentenal